C(C)OC1=CC=C(C=C1)S(=O)(=O)NC1=C(C(=O)NC=2SC=C(N2)C2=CC=C(C=C2)F)C=CC=C1 2-((4-ethoxyphenyl)sulfonamido)-N-(4-(4-fluorophenyl)thiazol-2-yl)benzamide